3-(naphthalene-2-yl)phenylboronic acid C1=C(C=CC2=CC=CC=C12)C=1C=C(C=CC1)B(O)O